N-tert-butyl-4-[[2-[2-hydroxy-5-(1-hydroxyethyl)phenyl]acetyl]amino]pyridine-2-carboxamide C(C)(C)(C)NC(=O)C1=NC=CC(=C1)NC(CC1=C(C=CC(=C1)C(C)O)O)=O